[4-(1-methylpyrazol-4-yl)-5-(trifluoromethyl)pyrimidin-2-yl]Aminobenzenesulfonyl chloride CN1N=CC(=C1)C1=NC(=NC=C1C(F)(F)F)NC1=C(C=CC=C1)S(=O)(=O)Cl